2-(2-(2-dodecanoylethoxy)ethoxy)ethyl-sodium sulfate S(=O)(=O)(O)O.C(CCCCCCCCCCC)(=O)CCOCCOCC[Na]